4-(3-fluoropropoxy)-2-methylbenzaldehyde FCCCOC1=CC(=C(C=O)C=C1)C